F[C@@H]1CC2CC[C@H]3[C@@H]4CC[C@H]([C@@H](CCCC(C)C)C)[C@]4(CC[C@@H]3[C@]2(CC1)C)C 3β-fluorocholestane